O=C[C@H](O)[C@@H](O)[C@@H](O)[C@H](O)CO anti-D-galactose